C(#N)C1=C(C=CC(=C1)C(F)(F)F)S(=O)(=O)N1C[C@@H](C(C1)=C)OC1=CC(=C(C#N)C=C1)F (R)-4-((1-((2-cyano-4-(trifluoromethyl)phenyl)sulfonyl)-4-methylenepyrrolidin-3-yl)oxy)-2-fluorobenzonitrile